BrC1=CC=2CC3=C(C=CC=C3C2C=C1)Br 2,8-dibromofluorene